C[C@H](CCCC(C)C)[C@H]1CC[C@@H]2[C@@]1(CC[C@H]3[C@H]2CC=C4[C@@]3(CC[13C@@H]([13CH2]4)O)C)C cholesterol-3,4-13C2